3-(4-chlorophenyl)-4-phenyl-N-((4-(trifluoromethyl)phenyl)sulfonyl)pyrrolidine-1-carboxamide ClC1=CC=C(C=C1)C1CN(CC1C1=CC=CC=C1)C(=O)NS(=O)(=O)C1=CC=C(C=C1)C(F)(F)F